CN(C)\C=C/1\N(CC(C1=O)C(F)(F)F)C(=O)OC(C)(C)C tert-butyl (2E)-2-(dimethylaminomethylene)-3-oxo-4-(trifluoromethyl)pyrrolidine-1-carboxylate